Cl\C(=C/C1=CN=C(N1C)C(C(=CN(C)C)S(=O)(=O)CC)=O)\C(F)(F)F 1-(5-((Z)-2-chloro-3,3,3-trifluoroprop-1-en-1-yl)-1-methyl-1H-imidazol-2-yl)-3-(dimethylamino)-2-(ethylsulfonyl)prop-2-en-1-one